N-(2-(1-(1-phenyl-1H-pyrazolo[3,4-d]pyrimidin-4-yl)piperidin-4-yl)ethyl)sulfamide C1(=CC=CC=C1)N1N=CC=2C1=NC=NC2N2CCC(CC2)CCNS(=O)(=O)N